C(C=C)N(C=1C(=C(C(=CC1)F)N(C(OC(C)(C)C)=O)C(=O)OC(C)(C)C)F)C(C1=C(C=CC(=C1)[N+](=O)[O-])Cl)=O tert-Butyl N-[3-[allyl-(2-chloro-5-nitro-benzoyl)amino]-2,6-difluoro-phenyl]-N-tert-butoxycarbonyl-carbamate